N-(3-[1-[(4-Methyl-4H-1,2,4-triazol-3-yl)sulfanyl]ethyl]phenyl)isoquinoline-7-carboxamide CN1C(=NN=C1)SC(C)C=1C=C(C=CC1)NC(=O)C1=CC=C2C=CN=CC2=C1